NC1=NN2C(N=C(C=C2)C=2C=C3CN(C(C3=C(C2)C)=O)[C@@H](C)C2CC2)=C1C(=O)NC=1C=NN(C1)CCO 2-amino-5-{2-[(1S)-1-cyclopropylethyl]-7-methyl-1-oxo-2,3-dihydro-1H-isoindol-5-yl}-N-[1-(2-hydroxyethyl)-1H-pyrazol-4-yl]pyrazolo[1,5-a]pyrimidine-3-carboxamide